C(C)OC(=O)CCN1CCOCC1 4-[2-(ethoxycarbonyl)ethyl]morpholine